N[C@H]1CN(C[C@@H](C1)F)C(=O)C1=CC2=C(N(C(=N2)C2=CC=3C=4N2C(CN(C4C=CC3)CCCO)CC)C)C(=C1)F ((3R,5R)-3-amino-5-fluoropiperidin-1-yl)(2-(3-ethyl-1-(3-hydroxypropyl)-2,3-dihydro-1H-pyrrolo[1,2,3-de]quinoxalin-5-yl)-7-fluoro-1-methyl-1H-benzo[d]imidazol-5-yl)methanone